NC1=CC=C(C=C1)N=NC=1C=CSC1 4-((4-aminophenyl)diazenyl)thiophene